4-(aminomethyl)-5-fluoro-2-methyl-N-(4-(4-(trifluoromethyl)piperidin-1-yl)phenyl)aniline NCC1=CC(=C(NC2=CC=C(C=C2)N2CCC(CC2)C(F)(F)F)C=C1F)C